O1CCN(CC1)C1=C2NC(=NC2=NC(=N1)N/N=C/C=1C=C(C=CC1)C)C=1C=NC=CC1 6-morpholino-N-[(E)-m-tolylmethyleneamino]-8-(3-pyridyl)-7H-purin-2-amine